N-[3-(4-aminoquinazolin-6-yl)-2,4-difluorophenyl]-5-chloro-2-methoxypyridine NC1=NC=NC2=CC=C(C=C12)C=1C(=C(C=CC1F)N1C(C=CC(=C1)Cl)OC)F